FC1(CCNCC12CN(C2)C2=NC(=CC1=C2N=C(N=C1)NC1CCN(CC1)S(=O)(=O)C)C(F)F)F 8-(9,9-difluoro-2,6-diazaspiro[3.5]nonan-2-yl)-6-(difluoromethyl)-N-(1-(methylsulfonyl)piperidin-4-yl)pyrido[3,4-d]pyrimidin-2-amine